2-(2-(4-amino-6-(trifluoromethyl)-9H-pyrimido[4,5-b]indol-9-yl)acetyl)-N-(6-bromo-3-methylpyridin-2-yl)-2-azabicyclo[3.1.0]hexane-3-carboxamide NC1=NC=NC=2N(C3=CC=C(C=C3C21)C(F)(F)F)CC(=O)N2C1CC1CC2C(=O)NC2=NC(=CC=C2C)Br